CC1=C(C(=NC=C1)C1=NC=CC=C1)C dimethyl-2,2-bipyridine